6-[[2-[2-fluoro-5-methoxy-4-(piperidine-1-carbonyl)phenyl]-5-oxo-6H-1,6-naphthyridin-4-yl]amino]pyridine-3-carbonitrile FC1=C(C=C(C(=C1)C(=O)N1CCCCC1)OC)C1=NC=2C=CNC(C2C(=C1)NC1=CC=C(C=N1)C#N)=O